C(C)OC(=O)C=1N=C2N(C=CC(=C2)OCC(F)(F)F)C1Cl 3-chloro-7-(2,2,2-trifluoroethoxy)imidazo[1,2-a]Pyridine-2-carboxylic acid ethyl ester